N1(CCC1)C(=O)C=1N=C2N(C3=C(C(=N[C@H]2C)C2=NC(=CC=C2F)OCC2=CC=CC=C2)C(=C(C=C3)C(F)(F)F)Cl)C1 azetidin-1-yl-[(4S)-6-(6-benzyloxy-3-fluoro-2-pyridyl)-7-chloro-4-methyl-8-(trifluoromethyl)-4H-imidazo[1,2-a][1,4]benzodiazepin-2-yl]methanone